FC1(CNC1)COC(=O)N1CCC(CC1)NC1=NC(=NC=2N1N=CC2C(C)C)N2[C@@H](CCC2)COC (S)-4-((8-isopropyl-2-(2-(methoxymethyl)pyrrolidin-1-yl)pyrazolo[1,5-a][1,3,5]triazin-4-yl)amino)piperidine-1-carboxylic acid (3-fluoroazetidin-3-yl)methyl ester